FC(C1=CC(=CC2=CN(N=C12)C)C=1N=CC2=C(N1)SC(=C2)C2[C@H]1CN(C[C@@H]21)C(=O)OC(C)(C)C)F tert-butyl (1R,5S,6r)-6-(2-(7-(difluoromethyl)-2-methyl-2H-indazol-5-yl)thieno[2,3-d]pyrimidin-6-yl)-3-azabicyclo[3.1.0]hexane-3-carboxylate